4-(6-((1S,6R,7R)-7-(aminomethyl)-7-(2-fluorophenyl)-3-azabicyclo[4.1.0]heptan-3-yl)-1H-pyrazolo[3,4-b]pyrazin-3-yl)-2-chloro-5-fluorobenzamide NC[C@@]1([C@@H]2CCN(C[C@H]12)C1=CN=C2C(=N1)NN=C2C2=CC(=C(C(=O)N)C=C2F)Cl)C2=C(C=CC=C2)F